3-(5-hydroxy-3-(trifluoromethyl)-1H-pyrazol-1-yl)benzoic acid OC1=CC(=NN1C=1C=C(C(=O)O)C=CC1)C(F)(F)F